2-[4-[3-[1-(5-chloropyrimidin-2-yl)-4-piperidyl]propoxy]-2-fluoro-phenyl]-1-[3-[[[(2S,3R,4R,5R)-2,3,4,5,6-pentahydroxyhexyl]amino]methyl]azetidin-1-yl]ethanone ClC=1C=NC(=NC1)N1CCC(CC1)CCCOC1=CC(=C(C=C1)CC(=O)N1CC(C1)CNC[C@@H]([C@H]([C@@H]([C@@H](CO)O)O)O)O)F